BrC=1C(=C(OCC(=O)C2=C(C=C(C=C2)Cl)Cl)C=CC1)I 2-(3-bromo-2-iodophenoxy)-1-(2,4-dichlorophenyl)ethan-1-one